O=C1NC(CCC1N1C(C2=CC=C(C=C2C1=O)N1CCC(CC1)N1CCN(CC1)C(=O)C1=CC=C(C=C1)N1CCC2(CCN(C2)C=2C=C(C(=NC2)C#N)C(F)(F)F)CC1)=O)=O 5-(8-(4-(4-(1-(2-(2,6-dioxopiperidin-3-yl)-1,3-dioxoisoindolin-5-yl)piperidin-4-yl)piperazine-1-carbonyl)phenyl)-2,8-diazaspiro[4.5]decan-2-yl)-3-(trifluoromethyl)picolinonitrile